biphenyl-3-yl-propionamide C1(=CC(=CC=C1)C(C(=O)N)C)C1=CC=CC=C1